3-(4-amino-6-(dimethylamino)pyrido[3,4-d]pyrimidin-8-yl)-2,4-dimethylphenol NC=1C2=C(N=CN1)C(=NC(=C2)N(C)C)C=2C(=C(C=CC2C)O)C